8-[(2S,5R)-4-[1-(4-cyclopropyl-1,3-thiazol-2-yl)ethyl]-2,5-dimethylpiperazin-1-yl]-5-methyl-6-oxo-5,6-dihydro-1,5-naphthyridine-2-carbonitrile C1(CC1)C=1N=C(SC1)C(C)N1C[C@@H](N(C[C@H]1C)C1=CC(N(C=2C=CC(=NC12)C#N)C)=O)C